ClCCC[Si](Cl)(Cl)Cl γ-chloropropyl-trichlorosilane